5-methyl-1H-indazole-7-sulfonyl chloride CC=1C=C2C=NNC2=C(C1)S(=O)(=O)Cl